Propyl-(hydroxybenzyl)dimethoxysilane C(CC)[Si](OC)(OC)C(C1=CC=CC=C1)O